O=C1NC(CC[C@@H]1NC1=CC(=C(C=C1)C1CCN(CC1)CC(=O)OC(C)(C)C)F)=O tert-butyl 2-[4-[4-[[(3S)-2,6-dioxo-3-piperidyl]amino]-2-fluoro-phenyl]-1-piperidyl]acetate